BrC1=C(C=C(C=C1)I)F 1-bromo-2-fluoro-4-iodobenzene